C(=O)O.C(C)N(CCCNC(=O)C1=CC2=C(N3C(S2)=NC(=C3)C3=CC(=CC=C3)N3CCOCC3)C=C1)CC.C(C)N(CC)CCCNC(=O)C1=CC3=C(N2C(S3)=NC(=C2)C2=CC(=CC=C2)N2CCOCC2)C=C1 N-(3-(diethylamino)propyl)-2-(3-morpholinophenyl)benzo[d]imidazo[2,1-b]thiazole-7-carboxamide hemiformate